NC=1C(=NC=CN1)C1=NC=2C(=NC(=CC2)C2=NN(N=C2)CF)N1C1=CC=C(CN2CCC(CC2)NC2=NC(=NC=C2)C#N)C=C1 4-((1-(4-(2-(3-Aminopyrazin-2-yl)-5-(2-(fluoromethyl)-2H-1,2,3-triazol-4-yl)-3H-imidazo[4,5-b]pyridin-3-yl)benzyl)piperidin-4-yl)amino)pyrimidine-2-carbonitrile